4-((S)-1-((R)-1-((5-(3,5-difluorobenzyl)-1,2,4-oxadiazol-3-yl)amino)-1-oxopropan-2-yl)-4,4-difluoropiperidin-3-yl)pyridine 1-oxide FC=1C=C(CC2=NC(=NO2)NC([C@@H](C)N2C[C@@H](C(CC2)(F)F)C2=CC=[N+](C=C2)[O-])=O)C=C(C1)F